4-(1-(cyclopentyl(pyridin-2-yl)methyl)-5-(3,5-dimethylisoxazol-4-yl)-1H-pyrrolo[2,3-b]pyridin-3-yl)-2-fluorobenzoic acid C1(CCCC1)C(N1C=C(C=2C1=NC=C(C2)C=2C(=NOC2C)C)C2=CC(=C(C(=O)O)C=C2)F)C2=NC=CC=C2